methoxynaphthalenboronic acid COC1=C(C2=CC=CC=C2C=C1)B(O)O